(S,E)-3-(2,6-difluoro-4-(2-ethoxyvinyl)phenyl)piperidine-2,6-dione FC1=C(C(=CC(=C1)\C=C\OCC)F)[C@H]1C(NC(CC1)=O)=O